3-cyano-4-[(1S,4S,5R)-5-{[5-cyclopropyl-3-(2,6-dichlorophenyl)-1,2-oxazol-4-yl]methoxy}-2-azabicyclo[2.2.1]heptan-2-yl]benzoic acid C(#N)C=1C=C(C(=O)O)C=CC1N1[C@@H]2C[C@H]([C@H](C1)C2)OCC=2C(=NOC2C2CC2)C2=C(C=CC=C2Cl)Cl